ClC=1C=CC(=NC1)C=1N=NN(C1)[C@H](C(=O)N1[C@@H](C[C@H](C1)O)C(=O)NC)C(C)(C)C (2S,4r)-1-[(2S)-2-[4-(5-chloro-2-pyridinyl)triazol-1-yl]-3,3-dimethyl-butyryl]-4-hydroxy-N-methyl-pyrrolidine-2-carboxamide